N1C(NC2CNCCC21)=O octahydro-2H-imidazo[4,5-c]pyridin-2-one